BrC(C)C1=CC=C(C(=O)O)C=C1 4-(1-bromoethyl)benzoic acid